2-benzyl-6-(methylcarbamoyl)isonicotinic acid tert-butyl ester C(C)(C)(C)OC(C1=CC(=NC(=C1)C(NC)=O)CC1=CC=CC=C1)=O